3-(benzyloxy)spiro[cyclohexane-1,4'-isochroman]-1'-one C(C1=CC=CC=C1)OC1CC2(COC(C3=CC=CC=C23)=O)CCC1